CS(=O)(=O)C1=CC=C(C=C1)CC(=O)O 2-(4-methylsulfonylphenyl)acetic acid